O[C@H]1C[C@H](N(C1)C(=O)OC(C)(C)C)C(=O)OCCCCCCC(C(=O)OC(CCCCCCCC)CCCCCCCC)(C)C O1-tert-butyl O2-[7,7-dimethyl-8-(1-octylnonoxy)-8-oxo-octyl] (2S,4S)-4-hydroxypyrrolidine-1,2-dicarboxylate